CN1N=C(C=C1C(=O)N=C=S)C(F)(F)F 1-methyl-3-(trifluoromethyl)-1H-pyrazole-5-carbonyl isothiocyanate